BrC1=CC(=C(C=C1Cl)N1CCN(CC1)C(=O)OC(C)(C)C)F tert-butyl 4-(4-bromo-5-chloro-2-fluoro-phenyl)piperazine-1-carboxylate